C(#N)N1C[C@]2(CC2C1)NC(=O)C1=NNC(=C1)C=1C=NC=CC1NC1=CC=CC=C1 N-((1R)-3-Cyano-3-azabicyclo[3.1.0]hexan-1-yl)-5-(4-(phenylamino)pyridin-3-yl)-1H-pyrazol-3-carboxamid